phenyl-benzene-1,2-diamine C1(=CC=CC=C1)C1=C(C(=CC=C1)N)N